5,6-difluoro-3-(6-isopropoxy-5-nitropyridin-2-yl)-1-(oxan-2-yl)indazole FC=1C=C2C(=NN(C2=CC1F)C1OCCCC1)C1=NC(=C(C=C1)[N+](=O)[O-])OC(C)C